3-(4-piperazin-1-ylanilino)piperidine-2,6-dione hydrochloride Cl.N1(CCNCC1)C1=CC=C(NC2C(NC(CC2)=O)=O)C=C1